CC1(COC1)C(=O)N1CC2=C(OCC13CC3)C=C(C=C2)C#N 4-(3-methyloxetane-3-carbonyl)-4,5-dihydro-2H-spiro[benzo[f][1,4]oxazepine-3,1'-cyclopropane]-8-carbonitrile